(R,S)-2-((2-(4-chloro-phenyl)propyl)amino)-1-(6-(1-methyl-1H-pyrazol-4-yl)-1H-indol-3-yl)-2-phenylethan-1-one ClC1=CC=C(C=C1)[C@@H](CN[C@@H](C(=O)C1=CNC2=CC(=CC=C12)C=1C=NN(C1)C)C1=CC=CC=C1)C